([1,4'-bipiperidin]-1'-ylmethyl)-N-(4-((4-chlorophenyl)amino)phenyl)benzamide N1(CCCCC1)C1CCN(CC1)CC1=C(C(=O)NC2=CC=C(C=C2)NC2=CC=C(C=C2)Cl)C=CC=C1